N1(CCCCCC1)CCOC1=CC=C(CN2C(=C(C3=CC=CC=C23)C)C2=CC=C(C=C2)O)C=C1 1-{4-[2-(azepan-1-yl)ethoxy]benzyl}-2-(4-hydroxyphenyl)-3-methyl-1H-indole